C(#C)C1=C2C(=CC(=CC2=CC=C1F)O)C1=C(C=2N=C(N=C(C2C=N1)N1CC2CCC(C1)O2)N2C[C@@H]1CN(C[C@@H]1C2)C)F 5-ethynyl-6-fluoro-4-{8-fluoro-2-[(3aR,6aS)-5-methylhexahydropyrrolo[3,4-c]pyrrol-2(1H)-yl]-4-(8-oxa-3-azabicyclo[3.2.1]octan-3-yl)pyrido[4,3-d]pyrimidin-7-yl}naphthalen-2-ol